N1C=NC(=C1)C=1C=C(C=CC1)NC(CC1CC(N(C1)C=1C2=C(N=C(N1)C)C1=C(O2)C=CC=C1)C(=O)O)=O 4-(2-((3-(1H-imidazol-4-yl)phenyl)amino)-2-oxoethyl)-1-(2-methylbenzofuro[3,2-d]pyrimidin-4-yl)pyrrolidine-2-carboxylic acid